(S)-N-((R)-1-(6-amino-3-phenylpyridazin-4-yl)ethyl)-2-methylpropane-2-sulfinamide NC1=CC(=C(N=N1)C1=CC=CC=C1)[C@@H](C)N[S@@](=O)C(C)(C)C